N-hexadecyl-N-hexadecylanilinium tetrakis(pentafluorophenyl)borate FC1=C(C(=C(C(=C1[B-](C1=C(C(=C(C(=C1F)F)F)F)F)(C1=C(C(=C(C(=C1F)F)F)F)F)C1=C(C(=C(C(=C1F)F)F)F)F)F)F)F)F.C(CCCCCCCCCCCCCCC)[NH+](C1=CC=CC=C1)CCCCCCCCCCCCCCCC